(S)-N-((R)-1-(3-fluoropyridin-2-yl)ethyl)-2-methylpropane-2-sulfinamide FC=1C(=NC=CC1)[C@@H](C)N[S@@](=O)C(C)(C)C